BrC=1C(=NC(=CC1N)C=1SC=CN1)C1=NC(=CC(=C1)Cl)Br 3,6'-dibromo-4'-chloro-6-(thiazol-2-yl)-[2,2'-bipyridine]-4-amine